FCC=1C(=NC=CC1)C(=O)N 3-fluoromethylpyridinamide